racemic-4-[[2-(4-tert-butyl-2-fluoro-5-hydroxy-phenyl)acetyl]amino]-N-(1-cyano-2-hydroxy-1-methyl-ethyl)pyridine-2-carboxamide C(C)(C)(C)C1=CC(=C(C=C1O)CC(=O)NC1=CC(=NC=C1)C(=O)N[C@](CO)(C)C#N)F |r|